rac-((6-((5-((2R,3S)-1-((tert-butyldimethylsilyl)oxy)-3-hydroxy-2-methylbutan-2-yl)-2-(methylthio)pyrimidin-4-yl)amino)pyridin-2-yl)imino)dimethyl-λ6-sulfanone [Si](C)(C)(C(C)(C)C)OC[C@@]([C@H](C)O)(C)C=1C(=NC(=NC1)SC)NC1=CC=CC(=N1)N=S(=O)(C)C |r|